C1(=CC=CC=C1)N(C1(C(C#N)C(=C(C(=C1)N(C1=CC=CC=C1)C1=CC=CC=C1)F)N(C1=CC=CC=C1)C1=CC=CC=C1)C#N)C1=CC=CC=C1 2,4,6-tris(diphenylamino)-5-fluorophthalonitrile